C1(CCCCCCC1)N1C(=CC2=C1N=C(S2)C)C(=O)N cyclooctyl-2-methyl-4H-pyrrolo[2,3-d]thiazole-5-carboxamide